(R)-3-((R)-2-((2,5-bis(trifluoromethyl)pyrazolo[1,5-a]pyrimidin-7-yl)amino)-1-(4-fluorophenyl)ethyl)pyrrolidine-1-carboxamide FC(C1=NN2C(N=C(C=C2NC[C@@H](C2=CC=C(C=C2)F)[C@@H]2CN(CC2)C(=O)N)C(F)(F)F)=C1)(F)F